2,3,5-Trifluoro-4-iodo-pyridine FC1=NC=C(C(=C1F)I)F